5-(3-bromophenyl)-5,8,8-trimethyl-5,8,9,10-tetrahydrobenzo[b][1,8]naphthyridin-6(7H)-one BrC=1C=C(C=CC1)C1(C2=C(NC=3N=CC=CC13)CC(CC2=O)(C)C)C